N-(3-benzoylphenyl)-3-(N-(4-ethoxyphenyl)-N-methylsulfamoyl)thiophene-2-carboxamide C(C1=CC=CC=C1)(=O)C=1C=C(C=CC1)NC(=O)C=1SC=CC1S(N(C)C1=CC=C(C=C1)OCC)(=O)=O